FC1(CCN(CC1)C(=O)C=1C=C2N=C(C=NC2=CC1)C=1C=C2C(=NC1)NN=C2C)F (4,4-difluoro-1-piperidinyl)(3-(3-methyl-1H-pyrazolo[3,4-b]pyridin-5-yl)-6-quinoxalinyl)methanone